CN1N=C(N=C1C)N 1,5-dimethyl-1H-1,2,4-triazol-3-amine